(E)-3-(2-((4-(2-(4-chloro-2-fluorophenyl)-2-methylbenzo[d][1,3]dioxol-4-yl)piperidin-1-yl)methyl)-1-((3-ethylisoxazol-4-yl)methyl)-1H-imidazol-5-yl)acrylic acid ClC1=CC(=C(C=C1)C1(OC2=C(O1)C=CC=C2C2CCN(CC2)CC=2N(C(=CN2)/C=C/C(=O)O)CC=2C(=NOC2)CC)C)F